CC1=NC=C(C=N1)C(=O)NN N-(2-methylpyrimidine-5-carbonyl)hydrazine